BrC1=CC(=NC=C1)CN1C(NC(CC1)=O)=O 1-((4-Bromopyridin-2-yl)methyl)dihydropyrimidine-2,4(1H,3H)-dione